CN1C(=O)N(C=2N(C(=O)N(C2C1=O)C)C)C 1,3,7,9-tetramethyluric acid